rac-selenobiotin OC(=[Se])CCCC[C@@H]1SC[C@@H]2NC(=O)N[C@H]12 |r|